3-(2-(5-(4-hydroxybenzylidene)-3-(4-tert-butylphenyl)-4-oxothiazolidine-2-ylidene)hydrazono)-5-chloroindol-2-one OC1=CC=C(C=C2C(N(C(S2)=NN=C2C(NC3=CC=C(C=C23)Cl)=O)C2=CC=C(C=C2)C(C)(C)C)=O)C=C1